ethyl 1-(3-chlorophenyl)-6-oxo-4,5-dihydropyrrolo[3,4-c]pyrazole-3-carboxylate ClC=1C=C(C=CC1)N1N=C(C2=C1C(NC2)=O)C(=O)OCC